C(C)OC(CCCCCCN1C(/C(/CC1=O)=C/C1=CC=C(C=C1)C(C)C)=O)=O (E)-7-(3-(4-isopropylbenzylidene)-2,5-dioxopyrrolidinyl)heptanoic acid ethyl ester